COC1=CC=C(C=C1)CN1C(C2=CC=C(C=C2C2(CC2)C1)C1(CC1)C#N)=O 1-[2-[(4-methoxyphenyl)methyl]-1-oxospiro[3H-isoquinoline-4,1'-cyclopropane]-6-yl]cyclopropane-1-carbonitrile